C(CCCCC(=O)OCC1CO1)(=O)OCC1CO1 1,6-diglycidyl adipate